ClC=1C=CC2=C(C[C@H](CC=3N2C(=NN3)[C@@H]3CC[C@H](CC3)OC3=NC=CC=C3)N3CCCC3)C1 (5R)-8-Chloro-1-[trans-4-(pyridin-2-yloxy)cyclohexyl]-5-(pyrrolidin-1-yl)-5,6-dihydro-4H-[1,2,4]triazolo[4,3-a][1]benzazepin